O=C1N2C(SCCC2C(=O)N)CC12NCCC2 6-oxospiro[3,4,8,8a-tetrahydro-2H-pyrrolo[2,1-b][1,3]thiazine-7,2'-pyrrolidine]-4-carboxamide